[OH-].C(CCCCCCCCCCCCCCCCCCCCC)[N+](C)(C)C behenyl-trimethyl-ammonium hydroxide